7-(3-(1-(T-butylOxycarbonyl)piperidin-2-yl)-5-ethyl-1-methyl-1H-pyrazol-4-yl)-6-chloro-3-(3-(naphthalen-1-yloxy)propyl)-1H-indole-2-carboxylic acid ethyl ester C(C)OC(=O)C=1NC2=C(C(=CC=C2C1CCCOC1=CC=CC2=CC=CC=C12)Cl)C=1C(=NN(C1CC)C)C1N(CCCC1)C(=O)OC(C)(C)C